7-Chloro-3-(3-hydroxyphenyl)-1-methyl-1,6-naphthyridin-2(1H)-one ClC1=NC=C2C=C(C(N(C2=C1)C)=O)C1=CC(=CC=C1)O